C(C)(C)(C)OC(=O)NCC=1C(=C(C=CC1)C=1C=C2C=C(C(=NC2=CC1)N1CCN(CC1)C(=O)OC(C)(C)C)Cl)C tert-butyl 4-[6-[3-[(tert-butoxycarbonylamino)methyl]-2-methyl-phenyl]-3-chloro-2-quinolyl]piperazine-1-carboxylate